6-fluoro-4-methoxy-2-(2-thienyl)-5-(trifluoromethyl)pyrimidine FC1=C(C(=NC(=N1)C=1SC=CC1)OC)C(F)(F)F